gamma-acryloxypropyl-methyl-dipropoxysilane C(C=C)(=O)OCCC[Si](OCCC)(OCCC)C